C(C)(=O)N(C1=C(C=C(C=C1)C1=CC=C(C=N1)C(=O)NCC=1C(=NC=CC1)C)C)CCC 6-[4-[acetyl-(propyl)amino]-3-methyl-phenyl]-N-[(2-methyl-3-pyridinyl)methyl]-pyridine-3-carboxamide